Vinylbenzylamino-silane C(=C)[SiH2]NCC1=CC=CC=C1